7-((3,4-Difluorobenzyl)oxy)-2-((2S,4S)-4-fluoropyrrolidine-2-carbonyl)-3,4,11,11a-tetrahydro-1H-pyrazino[1',2':3,4]imidazo[1,2-c]pyrimidin-9(2H)-one FC=1C=C(COC=2C=C3N(C(N2)=O)CC2N3CCN(C2)C(=O)[C@H]2NC[C@H](C2)F)C=CC1F